BrC=1C(=C2C(=NC1)NC[C@]21C[C@H]([C@@H](C1)N1N=NC=C1)O)Cl |r| (1RS,3RS,4RS)-5'-Bromo-4'-chloro-4-(1H-1,2,3-triazol-1-yl)-1',2'-dihydrospiro[cyclopentane-1,3'-pyrrolo[2,3-b]pyridin]-3-ol